CC1=CC2=C(S1)C1(CC(N(CC1)CC=1C=NN(C1)CCS(=O)(=O)C)C)OCC2 2,2'-dimethyl-1'-[[1-(2-methylsulfonylethyl)pyrazol-4-yl]methyl]spiro[4,5-dihydrothieno[2,3-c]pyran-7,4'-piperidine]